4-methyl-3-nitro-N-(4-(6-nitro-2-oxo-2H-chromen-4-ylamino)phenyl)benzamide CC1=C(C=C(C(=O)NC2=CC=C(C=C2)NC2=CC(OC3=CC=C(C=C23)[N+](=O)[O-])=O)C=C1)[N+](=O)[O-]